N-(2-azidoethyl)-glycine N(=[N+]=[N-])CCNCC(=O)O